N1(CCC1)C=1C=C(C=CC1)N1C(=C2C(N(N=CC2=C1C)C=1C=NC=CC1)=O)C 6-(3-(azetidin-1-yl)phenyl)-5,7-dimethyl-2-(pyridin-3-yl)-2,6-dihydro-1H-pyrrolo[3,4-d]pyridazin-1-one